FC1=C(C(=CC2=C1C[C@@H](O2)CNCCC(C)C)O)N2CC(NS2(=O)=O)=O 5-[(2R)-4-fluoro-6-hydroxy-2-{[(3-methylbutyl)amino]methyl}-2,3-dihydro-1-benzofuran-5-yl]-1λ6,2,5-thiadiazolidine-1,1,3-trione